1-Methyl-3-(1-phenylpiperidin-2-yl)-1H-pyrrole-2,5-dione CN1C(C(=CC1=O)C1N(CCCC1)C1=CC=CC=C1)=O